ClC=1C=C2C(=CN1)N(C(=C2)C2=C(C#N)C=CC=C2)C 2-[5-chloro-1-methylpyrrolo[2,3-c]pyridin-2-yl]benzonitril